5-((2-chloropyridin-4-yl)oxy)-N-methyl-4-phenylthiazol-2-amine ClC1=NC=CC(=C1)OC1=C(N=C(S1)NC)C1=CC=CC=C1